(1-hydroxy-4-(1-(8-methoxyquinazolin-4-yl)piperidin-3-yl)butan-2-yl)phosphonic acid OCC(CCC1CN(CCC1)C1=NC=NC2=C(C=CC=C12)OC)P(O)(O)=O